CN(C=1C=C(C=CC1)C1N(CCCC1)C(C(=O)NC=1C=C(C(=NC1)NC(OC(C)(C)C)=O)C)=O)C Tert-butyl N-[5-[[2-[2-[3-(dimethylamino)phenyl]-1-piperidyl]-2-oxo-acetyl]amino]-3-methyl-2-pyridyl]carbamate